N-(3-chlorophenyl)-N-(4-(5-(difluoromethyl)-1,3,4-oxadiazol-2-yl)-2-fluorobenzyl)methanesulfonamide ClC=1C=C(C=CC1)N(S(=O)(=O)C)CC1=C(C=C(C=C1)C=1OC(=NN1)C(F)F)F